C1(=C(C=CC=C1)CC=1C(=C(SC1C)C)C(=O)NC1CC2(CC(C2)C(=O)O)C1)C1=CC=CC=C1 6-(4-([1,1'-biphenyl]-2-ylmethyl)-2,5-dimethylthiophene-3-carboxamido)spiro[3.3]heptane-2-carboxylic acid